2,6-bis(9,9-diphenyl-9H-fluoren-2-yl)aniline C1(=CC=CC=C1)C1(C2=CC=CC=C2C=2C=CC(=CC12)C1=C(N)C(=CC=C1)C1=CC=2C(C3=CC=CC=C3C2C=C1)(C1=CC=CC=C1)C1=CC=CC=C1)C1=CC=CC=C1